1-(3-cyclopropyl-4-(4-(ethylamino)-5-(trifluoromethyl)pyrimidin-2-ylamino)-1H-pyrazol-1-yl)-2-methylpropan-2-ol C1(CC1)C1=NN(C=C1NC1=NC=C(C(=N1)NCC)C(F)(F)F)CC(C)(O)C